FC1=NC=C(C(=N1)N1CCC(CC1)C=1N(C(=NN1)N)C)C=1C=NC(=CC1)F 5-(1-(2-fluoro-5-(6-fluoropyridin-3-yl)pyrimidin-4-yl)piperidin-4-yl)-4-methyl-4H-1,2,4-triazol-3-amine